N-(3-amino-4-methylphenyl)-2-(1-cyanocyclopropyl)isonicotinamide NC=1C=C(C=CC1C)NC(C1=CC(=NC=C1)C1(CC1)C#N)=O